9-((2-(2,6-dioxopiperidin-3-yl)-1,3-dioxoisoindol-4-yl)amino)nonanoic acid O=C1NC(CCC1N1C(C2=CC=CC(=C2C1=O)NCCCCCCCCC(=O)O)=O)=O